isopropyl 2-methylbutyrate CC(C(=O)OC(C)C)CC